S1C=NC2=C1C=CC=C2NC=2C(=CN1C2C(N(CC1)CC1=CC=C(C=C1)OC)=O)C1=CC=NC=C1 8-(benzo[d]thiazol-4-ylamino)-2-(4-methoxybenzyl)-7-(pyridin-4-yl)-3,4-dihydropyrrolo[1,2-a]pyrazin-1(2H)-one